[Pd](Cl)Cl.CP(C1=CC=CC=C1)C1=CC=CC=C1.CP(C1=CC=CC=C1)C1=CC=CC=C1 bis(methyldiphenylphosphine) palladium(II) dichloride